3-((3-(4-(1H-pyrazol-4-yl)phenyl)-2-oxo-8-oxa-1,3-diazaspiro[4.5]decan-1-yl)methyl)-N-(2,2,2-trifluoroethyl)benzamide N1N=CC(=C1)C1=CC=C(C=C1)N1C(N(C2(C1)CCOCC2)CC=2C=C(C(=O)NCC(F)(F)F)C=CC2)=O